tert-butyl 2-(6-cyano-1-(2-(2-(difluoromethoxy) phenyl)-2-((tetrahydro-2H-pyran-4-yl) oxy) ethyl)-5-methyl-2,4-dioxo-1,2-dihydrothieno[2,3-d]pyrimidin-3(4H)-yl)-2-methylpropionate C(#N)C1=C(C2=C(N(C(N(C2=O)C(C(=O)OC(C)(C)C)(C)C)=O)CC(OC2CCOCC2)C2=C(C=CC=C2)OC(F)F)S1)C